3-cyclopentadienol C1=CC(=CC1)O